3-((13S,15S,Z)-4-fluoro-16-(hydroxymethylene)-13-methyl-17-oxo-7,8,9,11,12,13,14,15,16,17-decahydro-6H-cyclopenta[a]phenanthren-15-yl)-N-(5-methoxypyridin-2-yl)propanamide FC1=CC=CC=2C3CC[C@@]4(C(\C(\[C@H](C4C3CCC12)CCC(=O)NC1=NC=C(C=C1)OC)=C/O)=O)C